NCCC=1C=C(C=CC1)NC=1C(=NC(=C(N1)C1CC1)C)C(=O)N 3-((3-(2-aminoethyl)phenyl)amino)-5-cyclopropyl-6-methylpyrazine-2-carboxamide